3-methoxy-6-methyl-1,2-phenylenediamine COC=1C(=C(C(=CC1)C)N)N